NC1=C(C=C(C=C1)OC(F)(F)F)/C=C/C(=O)OCC ethyl (E)-3-(2-amino-5-(trifluoromethoxy) phenyl)acrylate